FC=1C=C2C(=CNC(C2=CC1F)=O)[C@@H](C)N(C(=O)C=1N(C2=CC=CC=C2C1)C)C |r| Racemic-N-(1-(6,7-difluoro-1-oxo-1,2-dihydroisoquinolin-4-yl)ethyl)-N,1-dimethyl-1H-indole-2-carboxamide